FC1=CC=C(CN2CCN(CC2)C(=O)C2=CC=C(C=C2)B2OC(C(O2)(C)C)(C)C)C=C1 [4-(4-fluorobenzyl)piperazin-1-yl][4-(4,4,5,5-tetramethyl-1,3,2-dioxaborolan-2-yl)phenyl]methanone